4-(4-(2-cyano-3-(pyridin-3-yl)guanidino)butanoyl)piperazine C(#N)N=C(NCCCC(=O)N1CCNCC1)NC=1C=NC=CC1